CC(C#N)CNC=O methyl-beta-formamido-propionitrile